3-{2-fluoro-4-[(2-fluoro-4-butylphenyl)ethynyl]phenyl}prop-2-ynenitrile FC1=C(C=CC(=C1)C#CC1=C(C=C(C=C1)CCCC)F)C#CC#N